CC=1C=C2C=NNC2=C(C1)S(=O)(=O)N1[C@@H](CC1)C(=O)N[C@H]1COCCC1 (2S)-1-[(5-methyl-1H-indazol-7-yl)sulfonyl]-N-[(3R)-tetrahydropyran-3-yl]azetidine-2-carboxamide